FC=1C=2N(C=CC1)C(=CN2)C2=C1CNC(C1=C(C=C2)NC2=NC=C(C=C2)N2CCC(CC2)O)=O 4-(8-fluoro-imidazo[1,2-a]pyridin-3-yl)-7-[[5-(4-hydroxy-1-piperidyl)-2-pyridyl]amino]isoindolin-1-one